CC=1C=C(SC1)OB(O)O (4-methylthiophene-2-yl)boric acid